2-(3-(benzyloxy)-5-fluorophenyl)-7-((2-hydroxyethyl)sulfonyl)-N',2,6,6-tetramethylheptanehydrazide C(C1=CC=CC=C1)OC=1C=C(C=C(C1)F)C(C(=O)NNC)(CCCC(CS(=O)(=O)CCO)(C)C)C